OC[C@@H](C1=CC=CC=C1)NC(=O)C1=CC(=NN1CCCCC)C(C)(C)C (R)-N-(2-hydroxy-1-phenylethyl)-3-tert-butyl-1-N-pentyl-1H-pyrazole-5-carboxamide